2-nitro-4H,6H,7H-pyrazolo[3,2-C][1,4]oxazine [N+](=O)([O-])C=1C=C2COCCN2N1